CC1C(C(C2(C1)CCN(CC2)C(=O)OC(C)(C)C)C(=O)OCC)=O (rac)-8-(tert-butyl) 1-ethyl 3-methyl-2-oxo-8-azaspiro[4.5]decane-1,8-dicarboxylate